ethyl 4-((3R,5R)-1-methyl-5-((3-methyl-4-oxo-4,5-dihydro-3H-pyrrolo[3,2-d]pyrimidin-2-yl)amino)piperidin-3-yl)benzoate CN1C[C@H](C[C@H](C1)NC=1N(C(C2=C(N1)C=CN2)=O)C)C2=CC=C(C(=O)OCC)C=C2